CC1(CN(C2=CC=CN=C2C1=O)S(=O)(=O)C1=CC=C(C)C=C1)C 3,3-dimethyl-1-tosyl-2,3-dihydro-1,5-naphthyridin-4(1H)-one